(1s,4s)-4-((2-chloro-5-((1-methyl-3-(trifluoromethyl)-1H-pyrazol-4-yl)ethynyl)pyridin-4-yl)amino)cyclohexan-1-ol ClC1=NC=C(C(=C1)NC1CCC(CC1)O)C#CC=1C(=NN(C1)C)C(F)(F)F